C(#N)C1=CC(=C(C=C1)CC(=O)OCC)CC ethyl 2-(4-cyano-2-ethylphenyl)acetate